COC(C1=CC(C(=O)OC)=CC(=C1)O)=O dimethyl-5-hydroxy-isophthalate